CN1N=CC(=C1C)CNC(=O)N1CC2=C(C(=C(C=C2CC1)O)N1S(NC(C1)=O)(=O)=O)F N-[(1,5-dimethyl-1H-pyrazol-4-yl)methyl]-8-fluoro-6-hydroxy-7-(1,1,4-trioxo-1λ6,2,5-thiadiazolidin-2-yl)-3,4-dihydroisoquinoline-2(1H)-carboxamide